CC(C)(C)C1CCC(CC1)C 1-(1,1-dimethylethyl)-4-methylcyclohexane